5-[4-amino-5-(trifluoromethyl)pyrrolo[2,1-f][1,2,4]triazin-7-yl]-4-fluoro-N-[(3R,4S)-4-fluoro-1-(3,3,3-trifluoro-2-methylpropanoyl)pyrrolidin-3-yl]-2-methylbenzamide NC1=NC=NN2C1=C(C=C2C=2C(=CC(=C(C(=O)N[C@@H]1CN(C[C@@H]1F)C(C(C(F)(F)F)C)=O)C2)C)F)C(F)(F)F